2-([1,1'-biphenyl]-4-ylmethyl)-8-(naphthalen-2-ylmethyl)hexahydro-2H-pyrazino[1,2-a]pyrazine-6,9-dione C1(=CC=C(C=C1)CN1CC2N(CC1)C(CN(C2=O)CC2=CC1=CC=CC=C1C=C2)=O)C2=CC=CC=C2